CN(C=1C(=NC=CC1)N)C N3,N3-Dimethylpyridine-2,3-diamine